N-(2,3,5,6-tetrafluoro-4-(trifluoromethyl)phenyl)-3-(m-tolyl)propanamide FC1=C(C(=C(C(=C1F)C(F)(F)F)F)F)NC(CCC=1C=C(C=CC1)C)=O